L-methionine p-toluenesulfonate sulfate S(=O)(=O)(O)O.CC1=CC=C(C=C1)S(=O)(=O)O.N[C@@H](CCSC)C(=O)O